3-(3-Bromophenyl)-1-methylquinoxalin-2(1H)-one BrC=1C=C(C=CC1)C=1C(N(C2=CC=CC=C2N1)C)=O